(2-(2,6-dichloropyrimidin-4-yl)-4-fluoro-2-azabicyclo[2.1.1]Hex-1-yl)methanol ClC1=NC(=CC(=N1)N1C2(CC(C1)(C2)F)CO)Cl